7,8-Dimethoxy-2-oxabicyclo[2.2.2]octa-1(7),4(8),5-trien-5-ol COC1=C2OCC(C(=C2)O)=C1OC